CSC=1C=C2C=CN=CC2=CC1OB(O)O (6-(methylthio)isoquinolin-7-yl)boric acid